C(#N)C[C@@H]1N(CCN(C1)C1=NC(=NC=2CN(CCCC21)C2=CC=CC1=CC=CC=C21)OC[C@H]2N(CCC2)C)C(=O)OCC2=CC=CC=C2 benzyl (2S)-2-(cyanomethyl)-4-[2-[[(2S)-1-methylpyrrolidin-2-yl]methoxy]-8-(1-naphthyl)-5,6,7,9-tetrahydropyrimido[4,5-c]azepin-4-yl]piperazine-1-carboxylate